CCCCCC=CCC=CCCCCCCCC octadeca-6,9-diene